CC1=NN2C(NC(C3=CC=CC=C23)=O)=C1 2-methylpyrazolo[1,5-a]quinazolin-5(4H)-one